ClC=1C=CC2=C(C(CC(O2)C(=O)NC23COC(CC2)(CC3)C=3OC(=NN3)[C@@H]3C[C@@H](C3)OC(F)(F)F)=O)C1 6-chloro-4-oxo-N-(1-{5-[cis-3-(trifluoromethoxy)cyclobutyl]-1,3,4-oxadiazol-2-yl}-2-oxabicyclo[2.2.2]octan-4-yl)-3,4-dihydro-2H-1-benzopyran-2-carboxamide